tetratridecyl-4,4'-butylidenebis-(3-methyl-6-tert-butylphenol) C(CCCCCCCCCCCC)C(C(C(C1=C(C=C(C(=C1)C(C)(C)C)O)C)(C1=C(C=C(C(=C1)C(C)(C)C)O)C)CCCCCCCCCCCCC)(CCCCCCCCCCCCC)CCCCCCCCCCCCC)C